COC1=C(C2=C(C=C1O)OC(=CC2=O)C3=CC=C(C=C3)O)O methoxyapigenin